1-[3-(2-chloro-6-methyl-4-pyridinyl)-2-(3-cyanophenyl)pyrazolo[1,5-a]pyrimidin-5-yl]guanidine ClC1=NC(=CC(=C1)C=1C(=NN2C1N=C(C=C2)NC(=N)N)C2=CC(=CC=C2)C#N)C